7-methoxy-N-(6-methoxypyridin-2-yl)-2-(5-oxaspiro[2.4]hept-1-yl)imidazo[1,2-a]pyridine-6-carboxamide COC1=CC=2N(C=C1C(=O)NC1=NC(=CC=C1)OC)C=C(N2)C2CC21COCC1